O=C1N(C2=CC=CC=C2C1)S(=O)(=O)O.C[C@H]1N(CCOC1)C1=NC2=C(N=CC=C2C(=C1)C(C)=O)C1=CC=NN1[C@@H]1OCCCC1 1-(2-[(3R)-3-methylmorpholin-4-yl]-8-{1-[(2R)-tetrahydro-2H-pyran-2-yl]-1H-pyrazol-5-yl}-1,7-naphthyridin-4-yl)ethanone oxoindoline-sulfonate